OC1=C2[C@H]3[C@H](C(OC2=CC(=C1)C(C(=O)O)(C)C)(C)C)CC[C@H](C3)O 2-((6aR,9R,10aR)-6a,7,8,9,10,10a-hexahydro-1,9-dihydroxy-6,6-dimethyl-6H-benzo[c]chromen-3-yl)-2-methylpropanoic acid